6-bromo-2-chloro-8-fluoroquinoline BrC=1C=C2C=CC(=NC2=C(C1)F)Cl